C(C)(C)(C)C(C(=O)O)N(C([C@H](CC1=CC=C(C=C1)C(F)(F)F)N1CC\C=C/C[C@@H](C1=O)NC)=O)C tert-butyl-2-[methyl-[(2S)-2-[(4Z,7S)-7-(methylamino)-8-oxo-2,3,6,7-tetrahydroazocin-1-yl]-3-[4-(trifluoromethyl)phenyl]propanoyl]amino]acetic acid